3-hydroxyl-N-methylpyrrol OC1=CN(C=C1)C